OC1=C(C(N(C2=CC=CC=C12)CC)=O)C(=O)C1=NN=NN1 1,2-Dihydro-4-hydroxy-1-ethyl-3-(5-tetrazolylcarbonyl)-2-quinolone